N[C@H](CC1=C(C2=NC(=CC(=C2S1)NCC=1OC=CC1)Cl)Cl)C#C 2-[(2R)-2-aminobut-3-yn-1-yl]-3,5-dichloro-N-[(furan-2-yl)methyl]thieno[3,2-b]pyridin-7-amine